2-chloro-4-(tetrahydro-2H-pyran-4-yl)thiazole-5-carbonitrile ClC=1SC(=C(N1)C1CCOCC1)C#N